1-Boc-3-(3-chloropyrazin-2-yl)azetidine-3-carboxylic acid C(=O)(OC(C)(C)C)N1CC(C1)(C(=O)O)C1=NC=CN=C1Cl